C(C)(C)(C)[Si](NCC)(NCC)C t-butyl-methyl-bis(ethylamino)silane